FC1=CC=C(C=C1)C1=CC=C(S1)B(O)O (5-(4-fluorophenyl)thiophen-2-yl)boronic acid